trans-2-[(1-methylpiperidin-4-yl)methyl]-1-oxo-3-[4-(trifluoromethyl)phenyl]-3,4-dihydroisoquinoline-4-carboxylic acid CN1CCC(CC1)CN1C(C2=CC=CC=C2[C@H]([C@@H]1C1=CC=C(C=C1)C(F)(F)F)C(=O)O)=O